N-(6-amino-5-ethylpyridin-3-yl)-2-((5S)-2-(7'-fluoro-2'-oxospiro[cyclobutane-1,3'-indolin]-5'-yl)-5-methylpiperidin-1-yl)-2-oxoacetamide NC1=C(C=C(C=N1)NC(C(=O)N1C(CC[C@@H](C1)C)C=1C=C2C3(C(NC2=C(C1)F)=O)CCC3)=O)CC